4-methyl-1,2,3-oxadiazole-3-carboxylic acid CC=1N(NOC1)C(=O)O